1-(4-(2,3-Dimethylphenyl)piperidin-1-yl)-2-(3-(4-(2-hydroxyethoxy)piperidin-1-carbonyl)-4,5,6,7-tetrahydro-1H-indazol-1-yl)ethanon CC1=C(C=CC=C1C)C1CCN(CC1)C(CN1N=C(C=2CCCCC12)C(=O)N1CCC(CC1)OCCO)=O